ClC=1C=C(C(=C(C1F)O)C1=CC=C2C(=N1)N=C(O2)N[C@H]2CN(CCC2)CC)C 5-Chloro-2-[2-[[(3R)-1-ethyl-3-piperidyl]amino]oxazolo[4,5-b]pyridin-5-yl]-6-fluoro-3-methyl-phenol